N[C@H](C(=O)O)CCC L-2-aminopentanoic acid